tert-butyl N-ethyl-N-[1-[2-methyl-7-[(2-methylimidazo[1,2-a]pyridin-6-yl)carbamoyl]indazol-4-yl]-4-piperidyl]carbamate C(C)N(C(OC(C)(C)C)=O)C1CCN(CC1)C=1C2=CN(N=C2C(=CC1)C(NC=1C=CC=2N(C1)C=C(N2)C)=O)C